C(=O)(O)C=1C=C(C=CC1C(=O)O)C1=CC(=C(C=C1)C(=O)O)C(=O)O 3,3',4,4'-tetracarboxyl-biphenyl